C(C(C)C)(=O)NC=1NC(C=2N=CN([C@H]3C[C@H](O)[C@@H](CO[Si](C)(C)C(C)(C)C)O3)C2N1)=O N-isobutyryl-5'-O-tert-butyldimethylsilyl-2'-deoxyguanosine